BrC1=CC=C(S1)C(=O)NC1CC(CCC1)N1C(=NC2=C1C=CC(=C2)C(=O)N(C)C)C2=NC=CC=C2 1-(3-(5-bromothiophene-2-carboxamido)cyclohexyl)-N,N-dimethyl-2-(pyridin-2-yl)-1H-benzo[d]imidazole-5-carboxamide